CC1=CC=CC(=N1)C1=NC=CC(=N1)NC1=NC(=NC=C1)NC1=NC=C(C=C1)N1CCOCC1 N4-[2-(6-methyl-2-pyridyl)pyrimidin-4-yl]-N2-(5-morpholino-2-pyridyl)pyrimidine-2,4-diamine